(R or S)-tert-butyl 2-(2-(2-isopropylphenyl)-4-(4-methoxybenzyl) piperazin-1-yl)-7-azaspiro[3.5]nonane-7-carboxylate C(C)(C)C1=C(C=CC=C1)[C@H]1N(CCN(C1)CC1=CC=C(C=C1)OC)C1CC2(C1)CCN(CC2)C(=O)OC(C)(C)C |o1:9|